(2S)-2-amino-3-(4-fluoro-1-hydroxy-3H-2,1-benzoxaborol-5-yl)propanoic acid N[C@H](C(=O)O)CC=1C=CC2=C(COB2O)C1F